N1C(=NC2=C1C=CC=C2)CC(=O)NS(=O)(=O)C=2C(=C(C(=CC2CCCCC)O)C2=C(C=CC(=C2)C)C(=C)C)O 2-(1H-benzo[d]imidazol-2-yl)-N-((2,6-dihydroxy-5'-methyl-4-pentyl-2'-(prop-1-en-2-yl)-[1,1'-biphenyl]-3-yl)sulfonyl)acetamide